2-methyl-4-(methylthio)-5,6-diphenyl-3(2H)-pyridazinone CN1N=C(C(=C(C1=O)SC)C1=CC=CC=C1)C1=CC=CC=C1